NC(C1=CC=CC=C1)C(=O)[O-].[Na+] rac-sodium phenylglycinate